(6-methyl-3-(pyrimidin-2-yl)pyridin-2-yl)((1S,4S,6R)-6-((5-(trifluoromethyl)pyridin-2-yl)amino)-2-azabicyclo[2.2.1]heptan-2-yl)methanone CC1=CC=C(C(=N1)C(=O)N1[C@@H]2[C@@H](C[C@H](C1)C2)NC2=NC=C(C=C2)C(F)(F)F)C2=NC=CC=N2